5-(6-(1H-imidazol-1-yl)pyridin-3-yl)-2-(((2-(4-(2-hydroxyethyl)piperazin-1-yl)ethyl)amino)methylene)cyclohexane N1(C=NC=C1)C1=CC=C(C=N1)C1CCC(CC1)=CNCCN1CCN(CC1)CCO